2-(6-iodo-1-oxo-isoindolin-2-yl)-N-thiazol-2-yl-acetamide IC1=CC=C2CN(C(C2=C1)=O)CC(=O)NC=1SC=CN1